C(#N)C=1C=C(C=C(C1)C#N)C(C(=O)NC1=NC(=NS1)C(F)(F)F)C1CC(CC1)(F)F 2-(3,5-Dicyanophenyl)-2-(3,3-difluorocyclopentyl)-N-(3-(trifluoromethyl)-1,2,4-thiadiazol-5-yl)acetamide